C(C#C)OS(=O)(=O)CCCOS(=O)(=O)CC 3-(ethanesulfonyloxy)propanesulfonic acid 2-propynyl ester